O=C1C=CCCN1C(=O)[O-] 6-oxo-3,6-dihydropyridine-1(2H)-carboxylate